(3R)-4-amino-N-((5-cyano-2-pyridinyl)methyl)-N-(cyclopropylmethyl)-3-methyl-1,3-dihydrofuro[3,4-c]quinoline-8-carboxamide NC1=NC=2C=CC(=CC2C2=C1[C@H](OC2)C)C(=O)N(CC2CC2)CC2=NC=C(C=C2)C#N